N[C@@]1(CN(CC1)C1=C(C=NC(=C1C1=CC(=CC(=C1)F)F)OC)C(=O)N[C@@H](C)C1CC1)C 4-[(3S)-3-amino-3-methylpyrrolidin-1-yl]-N-[(1S)-1-cyclopropylethyl]-5-(3,5-difluorophenyl)-6-methoxypyridine-3-carboxamide